N-[3-[1,5-dimethyl-4-(2-oxoindolin-5-yl)pyrazol-3-yl]oxypropyl]-2-formyl-N,5-dimethyl-1H-pyrrole-3-carboxamide CN1N=C(C(=C1C)C=1C=C2CC(NC2=CC1)=O)OCCCN(C(=O)C1=C(NC(=C1)C)C=O)C